C(C#C)OCCOCCOCCN 2-(2-(2-(prop-2-yn-1-yloxy)ethoxy)ethoxy)ethan-1-amine